methylene(hydroxymethyl)phosphinic acid C=C(O)P(O)=O